2-[(S)-1-azabicyclo[2.2.2]oct-3-yl]-2,3,3a,4,5,6-hexahydro-1-oxo-1H-benz[de]isoquinoline N12C[C@H](C(CC1)CC2)N2C(C=1C=CC=C3C1C(C2)CCC3)=O